methyl (R)-2-(4-bromo-1H-pyrazol-1-yl)propanoate BrC=1C=NN(C1)[C@@H](C(=O)OC)C